2-[(3-bromo-4-fluoro-phenyl)methyl]-7-oxa-2-azaspiro[3.5]nonane BrC=1C=C(C=CC1F)CN1CC2(C1)CCOCC2